1-(5-(((3S,5S)-4-(cyclohexylmethyl)-3,5-dimethylpiperazin-1-yl)methyl)pyrazolo[1,5-a]pyridin-3-yl)dihydropyrimidine-2,4(1H,3H)-dione C1(CCCCC1)CN1[C@H](CN(C[C@@H]1C)CC1=CC=2N(C=C1)N=CC2N2C(NC(CC2)=O)=O)C